N-(4,4-difluorocyclohexyl)-2-((7-(4,4,5,5-tetramethyl-1,3,2-dioxaborolan-2-yl)naphthalen-2-yl)oxy)acetamide FC1(CCC(CC1)NC(COC1=CC2=CC(=CC=C2C=C1)B1OC(C(O1)(C)C)(C)C)=O)F